C(C)OC=1SC(=C(N1)C)COC1=CC=CC(=N1)C1=CC(=C(CC2=NC3=C(N2C[C@H]2OCC2)C=C(C=C3)C(=O)O)C=C1F)F (S)-2-(4-(6-((2-ethoxy-4-methylthiazol-5-yl)methoxy)pyridin-2-yl)-2,5-difluorobenzyl)-1-(oxetan-2-ylmethyl)-1H-benzo[d]imidazole-6-carboxylic acid